3-((4-(hexyloxy)phenyl)(hydroxy)methyl)-5,7-dimethylisobenzofuran C(CCCCC)OC1=CC=C(C=C1)C(C=1OC=C2C(=CC(=CC12)C)C)O